(1-(4-(1-cyanocyclopropyl)phenyl)-2-oxabicyclo[2.2.2]octan-4-yl)methyl 4-methylbenzenesulfonate CC1=CC=C(C=C1)S(=O)(=O)OCC12COC(CC1)(CC2)C2=CC=C(C=C2)C2(CC2)C#N